C(C1=CC=CC=C1)OC=1C=2N(C=C(N1)C(=O)NC=1C(N(C=CC1)C)=O)C=C(N2)C2CC2 8-(benzyloxy)-2-cyclopropyl-N-(1-methyl-2-oxo-1,2-dihydropyridin-3-yl)imidazo[1,2-a]pyrazine-6-carboxamide